CN1C=NC(=C1SC1=C2N=CN(C2=NC=N1)C1(CO)[C@@H](O)[C@H](O[C@H]2[C@H](O)[C@@H](O)[C@@H](O)[C@H](O2)CO)[C@H](O1)CO)[N+](=O)[O-] 6-[(1-Methyl-4-nitro-1H-imidazol-5-yl)thio]-9-[4-O-(β-D-galactopyranosyl)-D-fructofuranosyl]-9H-purin